(4aS,6aR,6bS,8aR,12aS,14aR,14bS)-l-1-cyano-2,2,6a,6b,9,9,12a-heptamethyl-10,14-dioxo-1,3,4,5,6,6a,6b,7,8,8a,9,10,12a,14,14a,14b-hexadecahydropicene-4a(2H)-carbonyl azide C(#N)C1C(CC[C@@]2(CC[C@]3([C@@]4(CC[C@H]5C(C(C=C[C@@]5(C4=CC([C@@H]3[C@@H]21)=O)C)=O)(C)C)C)C)C(=O)N=[N+]=[N-])(C)C